C(C)OC(=C)C=1N=NC=C(C1C1CCN(CC1)C(=O)OCC1=CC=CC=C1)C Benzyl 4-(3-(1-ethoxyvinyl)-5-methylpyridazin-4-yl)piperidine-1-carboxylate